C(C)OC(=O)C1=C(C=2C(=CN=CC2)S1)N1CCOCC1 3-morpholinothieno[2,3-c]pyridine-2-carboxylic acid ethyl ester